tert-butyl (S)-(1-((4-(2,4-difluorophenoxy)-3-(6-methyl-7-oxo-1-toluenesulfonyl-6,7-dihydro-1H-pyrrolo[2,3-c]pyridin-4-yl)phenyl)amino)-3-methyl-1-oxobutan-2-yl)carbamate FC1=C(OC2=C(C=C(C=C2)NC([C@H](C(C)C)NC(OC(C)(C)C)=O)=O)C=2C3=C(C(N(C2)C)=O)N(C=C3)S(=O)(=O)CC3=CC=CC=C3)C=CC(=C1)F